BrC1=C(C=CC=C1)C(C=C)(O)C1=CC=CC=C1 1-(2-bromophenyl)-1-phenyl-2-propenol